C(C)(C)(C)OC(=O)N1CCC(=CC1)C=1N=NC(=CC1)N.CC(C)(CCC(C)(OOC(C1=CC(=CC=C1)C)=O)C)OOC(C1=CC(=CC=C1)C)=O 2,5-dimethyl-2,5-di(3-methylbenzoylperoxy)hexane tert-butyl-4-(6-aminopyridazin-3-yl)-3,6-dihydropyridine-1(2H)-carboxylate